C(C)OC1=C(OC2=CC=CC(=N2)C2=CN=CC(=N2)NC(CC2=CC=C(C=C2)CC(C(=O)O)(C)C)=O)C=CC=C1 3-(4-(2-((6-(6-(2-ethoxyphenoxy)pyridin-2-yl)pyrazin-2-yl)amino)-2-oxoethyl)phenyl)-2,2-dimethylpropanoic acid